C(C)(C)(C)OC(=O)N1C[C@H]([C@H](C1)F)N(CC)C(=O)OC(C)(C)C (3R,4S)-3-((tert-butoxycarbonyl)(ethyl)amino)-4-fluoropyrrolidine-1-carboxylic acid tert-butyl ester